(2R,4R)-6-chloro-4-hydroxy-N-(3-{1-[3-(trifluoromethoxy)propyl]-1H-pyrazol-4-yl}bicyclo[1.1.1]pentan-1-yl)-3,4-dihydro-2H-1-benzopyran-2-carboxamide ClC=1C=CC2=C([C@@H](C[C@@H](O2)C(=O)NC23CC(C2)(C3)C=3C=NN(C3)CCCOC(F)(F)F)O)C1